OCCN1C[C@@H](CCC1)NC1=NN=C(C2=CC=CC=C12)C1=C(C=C(C=C1)C(F)(F)F)O 2-(4-{[(3R)-1-(2-hydroxyethyl)piperidin-3-yl]amino}phthalazin-1-yl)-5-(trifluoromethyl)phenol